6-(1-fluoro-1-methyl-ethyl)pyridine-2-carboxamide FC(C)(C)C1=CC=CC(=N1)C(=O)N